N-(2-methylpyridin-4-yl)-1-(1-oxo-1,2-dihydroisoquinolin-5-yl)-5-(trifluoromethyl)-1H-pyrazole-4-carboxamide CC1=NC=CC(=C1)NC(=O)C=1C=NN(C1C(F)(F)F)C1=C2C=CNC(C2=CC=C1)=O